N-(3-(5-cyano-3-ethoxyquinoxalin-6-ylamino)-4-fluorophenyl)propane-1-sulfonamide C(#N)C1=C2N=C(C=NC2=CC=C1NC=1C=C(C=CC1F)NS(=O)(=O)CCC)OCC